COC1=CC=C(C=C1)C(OC[C@]1(O[C@H](CN(C1)C(C)C)N1C(N=C(C=C1)NC(C1=CC=CC=C1)=O)=O)CO[Si](C(C)C)(C(C)C)C(C)C)(C1=CC=CC=C1)C1=CC=C(C=C1)OC N-[1-[(2R,6S)-6-[[bis(4-methoxyphenyl)-phenyl-methoxy]methyl]-4-isopropyl-6-(triiso-propylsilyloxymethyl)morpholin-2-yl]-2-oxo-pyrimidin-4-yl]benzamide